N1C(=CC2=CC=CC=C12)N 1H-indole-2-amine